N2-(((9H-fluoren-9-yl)methoxy)carbonyl)-N6-acetyl-L-lysine C1=CC=CC=2C3=CC=CC=C3C(C12)COC(=O)N[C@@H](CCCCNC(C)=O)C(=O)O